BrC=1C=C(C=CC1)NC(NC1=C(C(=O)NC)C=CC(=C1)OC)=O 2-[3-(3-bromophenyl)ureido]-4-methoxy-N-methylbenzamide